ClC=1C=CC(=C(CNCCN2CCCCC2)C1)OCC N-(5-chloro-2-ethoxybenzyl)-2-(piperidin-1-yl)ethan-1-amine